OC(CN1N=CC2=C(C(=CC=C12)C1=C2C=C(N=CC2=CC=N1)NC1=CC=C(C=C1)S(=O)(=O)N)C)(C)C 4-((5-(1-(2-hydroxy-2-methylpropyl)-4-methyl-1H-indazol-5-yl)-2,6-naphthyridin-3-yl)amino)benzenesulfonamide